6-chloro-8-cyclohexyl-2,3-dimethylpyrimido[5,4-d]pyrimidin-4(3H)-one ClC=1N=C(C=2N=C(N(C(C2N1)=O)C)C)C1CCCCC1